(S)-2-(8-((2-fluoroethoxy)carbonylamino)dibenzo[b,d]furan-3-sulfonamido)-3-methyl-butanoic acid FCCOC(=O)NC=1C=CC2=C(C3=C(O2)C=C(C=C3)S(=O)(=O)N[C@H](C(=O)O)C(C)C)C1